butenyl ethyl phosphate P(=O)(OC=CCC)(OCC)[O-]